C(C)(C)(C)[Si](OCC(C)C=1C(=CN=NC1C(=C)OCC)C#CC(O)C12CC(C1)(C2)C(=O)OC)(C)C methyl 3-{3-[5-{1-[(tertbutyldimethylsilyl)oxy]propan-2-yl}-6-(1-ethoxyvinyl)pyridazin-4-yl]-1-hydroxyprop-2-yn-1-yl}bicyclo[1.1.1]pentane-1-carboxylate